COC(=O)C1SCCCC1=O 3-oxo-tetrahydro-2H-thiopyran-2-carboxylic acid methyl ester